Hexadecanoyl-coa C(CCCCCCCCCCCCCCC)(=O)SCCNC(CCNC([C@@H](C(COP(OP(OC[C@@H]1[C@H]([C@H]([C@@H](O1)N1C=NC=2C(N)=NC=NC12)O)OP(=O)(O)O)(=O)O)(=O)O)(C)C)O)=O)=O